S(C1=CC(=C(C(=C1)C(C)(C)C)O)C)C1=CC(=C(C(=C1)C(C)(C)C)O)C 4,4'-thiobis(2-methyl-6-t-butyl-phenol)